C(C1=CC=CC=C1)(C1=CC=CC=C1)(C1=CC=CC=C1)N[C@@H](CO)C(=O)O N-tritylserine